O=C(CCC(=O)OC1=C(C=C(C=C1)C1=CC=C(C=C1)N(C1=CC=CC=C1)C1=CC=CC=C1)C=1SC2=C(N1)C=CC=C2)C 3-(benzo[d]thiazol-2-yl)-4'-(diphenylamino)-[1,1'-biphenyl]-4-yl 4-oxopentanoate